4-{[(2S)-4-(ethenesulfonyl)-1-{[3-fluoro-4-(trifluoromethoxy)phenyl]methyl}piperazin-2-yl]methyl}-1λ6-thiomorpholine-1,1-dione C(=C)S(=O)(=O)N1C[C@@H](N(CC1)CC1=CC(=C(C=C1)OC(F)(F)F)F)CN1CCS(CC1)(=O)=O